O(C=NS(=O)(=O)Cl)Cl N-(oxymethylene)sulfamoyl chloride